2-amino-9-chloro-3-((4-methyl-2-(piperazin-1-yl)pyrimidin-5-yl)oxy)-10H-chromeno[3,2-b]pyridin-10-one NC1=C(C=C2C(=N1)C(C=1C(=CC=CC1O2)Cl)=O)OC=2C(=NC(=NC2)N2CCNCC2)C